FC=1C(=CC=2C3=C(NC(C2C1)=O)COC[C@H]3N(C(C3=CC(=C(C=C3)OC(F)(F)F)F)=O)C)F (S)-N-(8,9-Difluoro-6-oxo-1,4,5,6-tetrahydro-2H-pyrano[3,4-c]isoquinolin-1-yl)-3-fluoro-N-methyl-4-(trifluoromethoxy)benzamide